N1(CCC1)CC=1C(=C(C=CC1)C=1N=NNC1)F 4-(3-(azetidin-1-ylmethyl)-2-fluorophenyl)-1H-1,2,3-triazol